2-(4-{[(1R,3R)-3-hydroxycyclohexyl]amino}pyrido[3,4-d]pyridazin-1-yl)-5-(trifluoromethyl)phenol O[C@H]1C[C@@H](CCC1)NC=1N=NC(=C2C1C=NC=C2)C2=C(C=C(C=C2)C(F)(F)F)O